4-aminobutyl 4-methyl-2-(3-(3-(5-methyl-1,2,4-oxadiazol-3-yl)benzamido)propanamido)thiazole-5-carboxylate hydrochloride tert-butyl-N-(4-hydroxybutyl)carbamate C(C)(C)(C)OC(NCCCCO)=O.Cl.CC=1N=C(SC1C(=O)OCCCCN)NC(CCNC(C1=CC(=CC=C1)C1=NOC(=N1)C)=O)=O